2-(4-allyl-2,6-dimethoxyphenoxy)-1-(3-hydroxy-4,5-dimethoxyphenyl)-1-propanol C(C=C)C1=CC(=C(OC(C(O)C2=CC(=C(C(=C2)OC)OC)O)C)C(=C1)OC)OC